O1[C@@H](COCC1)COC1=CC(=C(C(=N1)C#CC1=C(C=C(C=C1)OC)OC)CC)OCC1=CC=CC=C1 (S)-6-((1,4-dioxan-2-yl)methoxy)-4-(benzyloxy)-2-((2,4-dimethoxyphenyl)ethynyl)-3-ethylpyridine